cyclopenta[b]quinoline C1=CC=C2NC=3C=CC=CC3C=C21